methyl (S)-2-amino-3-(4-(7'-fluoro-2'-oxospiro[cyclopropane-1,3'-indoline]-1'-yl)phenyl)propionate N[C@H](C(=O)OC)CC1=CC=C(C=C1)N1C(C2(C3=CC=CC(=C13)F)CC2)=O